C(C1=C(C=CC=C1)C1=CNC(C2=CC(=CC=C12)COCC(F)(F)F)=O)([2H])([2H])[2H] 4-(2-(methyl-d3)phenyl)-7-((2,2,2-trifluoroethoxy)methyl)isoquinolin-1(2H)-one